8-bromo-9-fluoroimidazo[1,5-a]quinoxalin-4(5H)-one BrC1=CC=C2NC(C=3N(C2=C1F)C=NC3)=O